(E)-3-(6-aminopyridin-3-yl)-N-((7-chloro-5-(4,4,5,5-tetramethyl-1,3,2-dioxaborolan-2-yl)benzofuran-2-yl)methyl)acrylamide NC1=CC=C(C=N1)/C=C/C(=O)NCC=1OC2=C(C1)C=C(C=C2Cl)B2OC(C(O2)(C)C)(C)C